NC1=C(C(=O)NC)C(=C(N=C1C1=C(C=C(C=C1)F)F)Cl)F 3-amino-6-chloro-2-(2,4-difluorophenyl)-5-fluoro-N-methylisonicotinamide